C(C)(C)(C)N1C=C(C=2C1=NC(=CC2)C(=O)N2C[C@H](CC2)NC2=NC(=C(C(=O)O)C(=C2)C)C)C2=CC(=C(C=C2)Cl)F (S)-6-((1-(1-(tert-butyl)-3-(4-chloro-3-fluorophenyl)-1H-pyrrolo[2,3-b]pyridine-6-carbonyl)pyrrolidin-3-yl)amino)-2,4-dimethylnicotinic acid